(2S,4R)-2-(cyclohex-1-en-1-yl)-4-methyl-N-((S,E)-4-(methylsulfonyl)but-3-en-2-yl)piperidine-1-carboxamide C1(=CCCCC1)[C@H]1N(CC[C@H](C1)C)C(=O)N[C@@H](C)\C=C\S(=O)(=O)C